tert-Butyl (6-(1-((R)-1,1-dimethylethylsulfinamido)-2,2,2-trifluoroethyl)-2-phenyl-2H-indazol-3-yl)carbamate CC(C)(C)[S@@](=O)NC(C(F)(F)F)C=1C=CC2=C(N(N=C2C1)C1=CC=CC=C1)NC(OC(C)(C)C)=O